OC1=C(C=CC(=C1)O)C(\C=C\C1=CC(=C(C=C1)O)C)=O (E)-1-(2,4-Dihydroxyphenyl)-3-(4-hydroxy-3-methylphenyl)prop-2-en-1-one